CC(C=CC(=O)N)(C)N1CCN(CC1)C 4-methyl-4-(4-methylpiperazin-1-yl)pent-2-enamide